C(C1=CC=CC=C1)NC1=C(C(=CC=C1)C)O 2-(benzylamino)-6-methylphenol